P(O)(O)OC=1C(=C2C=CC=CC2=CC1)C1=CC=CC2=CC=CC=C12 binaphthol phosphite